N-[3-(2H-1,2,3,4-tetrazol-5-yl)phenyl]-5-[5-(trifluoromethyl)-1,2-oxazol-3-yl]thiophene N=1NN=NC1C=1C=C(C=CC1)N1OC(=CC1C1=CC=CS1)C(F)(F)F